ICCCCCCCC(CC)I 1,8-diiododecane